trans-4-[2-[5-bromo-2-(8-chloro-4-oxo-chromen-2-yl)phenoxy]ethylamino]cyclohexanecarboxylic acid BrC=1C=CC(=C(OCCN[C@@H]2CC[C@H](CC2)C(=O)O)C1)C=1OC2=C(C=CC=C2C(C1)=O)Cl